7-tert-butyl-4-chloro-2,9,9-trimethyl-9H-fluoren C(C)(C)(C)C1=CC=C2C=3C(=CC(=CC3C(C2=C1)(C)C)C)Cl